COC1=CC=C2C=NN(C2=C1NS(=O)(=O)C=1C=NN(C1)C1=NC=C(C=C1)C(F)(F)F)C N-(6-METHOXY-1-METHYL-1H-INDAZOL-7-YL)-1-(5-(TRIFLUOROMETHYL)PYRIDIN-2-YL)-1H-PYRAZOLE-4-SULFONAMIDE